phenethylphenylmolybdenum C(CC1=CC=CC=C1)[Mo]C1=CC=CC=C1